C(C)(C)(C)OC(=O)NCC1CCC(CC1)C(=O)N[C@@H](COC1=CC=C(C=C1)C=1C=C2C(=CC=NC2=CC1)C(=O)O)CC=1C=C2C=CN=CC2=CC1 6-(4-((R)-2-((1r,4R)-4-(((tert-butoxycarbonyl)amino)methyl)cyclohexanecarboxamido)-3-(isoquinolin-6-yl)propoxy)phenyl)quinoline-4-carboxylic acid